2-β-hydroxyethoxy-3-aminopyrazolo[1,5-a]pyridine OCCOC1=NN2C(C=CC=C2)=C1N